BrC(CBr)C1=C(C=CC=C1)[N+](=O)[O-] 1-(1,2-dibromoethyl)-2-nitrobenzene